5-[3-[2-(2-aminoethoxy)ethoxy]propyl]-2-(2,6-dioxo-3-piperidyl)isoindoline-1,3-dione NCCOCCOCCCC=1C=C2C(N(C(C2=CC1)=O)C1C(NC(CC1)=O)=O)=O